alpha-hydroxyarachidic acid methyl ester COC(C(CCCCCCCCCCCCCCCCCC)O)=O